diethyl 2-(((3ar,5r,6ar)-6-acetoxy-6-ethynyl-2,2-dimethyltetrahydrofurano[2,3-d][1,3]dioxol-5-yl) methoxy)-2-allylmalonate C(C)(=O)OC1([C@H](O[C@@H]2OC(O[C@@H]21)(C)C)COC(C(=O)OCC)(C(=O)OCC)CC=C)C#C